(3R)-1-(7-(5-chloro-6-methyl-1H-indazol-4-yl)-8-fluoro-2-(((2R,7aS)-2-fluorotetrahydro-1H-pyrrolizin-7a(5H)-yl)methoxy)-5-methoxypyrido[4,3-d]pyrimidin-4-yl)-3-methylpiperidin-3-ol ClC=1C(=C2C=NNC2=CC1C)C1=C(C=2N=C(N=C(C2C(=N1)OC)N1C[C@@](CCC1)(O)C)OC[C@]12CCCN2C[C@@H](C1)F)F